ClC1=C(C=C2C=C(N=CC2=C1)NC(=O)C1CC12COCC2)C2CCN(CC2)[C@H]2COC[C@H]2O N-(7-chloro-6-(1-((3S,4S)-4-hydroxytetrahydrofuran-3-yl)piperidin-4-yl)isoquinolin-3-yl)-5-oxaspiro[2.4]heptane-1-carboxamide